2-(3,7-dibromo-10H-benzo[b]pyrido[2,3-e][1,4]oxazin-10-yl)ethan-1-ol BrC1=CC2=C(N(C3=C(O2)C=C(C=C3)Br)CCO)N=C1